ClC1=CC=C(C=C1)C1=N[C@H](C=2N(C3=C1C(=C(S3)C)C)C(=NN2)C)CC(=O)NCCO (S)-2-(4-(4-chlorophenyl)-2,3,9-trimethyl-6H-thieno[3,2-f][1,2,4]triazolo[4,3-a][1,4]diazepin-6-yl)-N-(2-hydroxyethyl)acetamide